bis(trimethylsiloxy)(methyl)(vinyl)silane C[Si](O[Si](C=C)(C)O[Si](C)(C)C)(C)C